C(C)C1=C(C=NC=C1)C=1C=C2C=C(N=NC2=C(C1)NC(OC(C)(C)C)=O)NC(=O)N1CCCC1 tert-Butyl N-[6-(4-ethyl-3-pyridyl)-3-(pyrrolidine-1-carbonylamino)cinnolin-8-yl]carbamate